N-(2-(4-fluorophenoxy)quinolin-6-yl)-3-hydroxy-4-methoxypicolinamide FC1=CC=C(OC2=NC3=CC=C(C=C3C=C2)NC(C2=NC=CC(=C2O)OC)=O)C=C1